C1(=CC=CC=C1)S(=O)(=O)N1C=C(C2=CC=C(C=C12)C(C)=O)C1=NC(=NC=C1C(F)(F)F)N[C@@H]1CNCCC1 1-[1-(benzenesulfonyl)-3-[2-[[(3S)-3-piperidyl]amino]-5-(trifluoromethyl)pyrimidin-4-yl]indol-6-yl]ethanone